fluorenylidenebinaphthalene tert-butyl-(1-(4-bromo-2,5-dimethoxyphenyl)butan-2-yl)carbamate C(C)(C)(C)N(C(O)=O)C(CC1=C(C=C(C(=C1)OC)Br)OC)CC.C1(C=CC=C2C3=CC=CC=C3C=C12)=C1C(=C2C=CC=CC2=CC1)C1=CC=CC2=CC=CC=C12